alpha-glycidoxybutyltrimethoxysilane C(C1CO1)OC(CCC)[Si](OC)(OC)OC